C(C)N(C(C(C)O)=O)CCN1CCC(CC1)C1=NOC2=C1C=CC(=C2)F N-ethyl-N-{2-[4-(6-fluoro-1,2-benzoisoxazol-3-yl)piperidin-1-yl]ethyl}-2-hydroxypropanamide